FC1=C(C=CC(=C1)S(=O)(=O)C(C)(C)C1=C(C(=CC=C1)[N+](=O)[O-])F)SC1=NC(=C(C(=N1)N1CCN(CC1)C(C)=O)OC)NC1=NNC(=C1)C 1-(4-(2-((2-fluoro-4-((2-(2-fluoro-3-nitrophenyl)propan-2-yl)sulfonyl)phenyl)thio)-5-methoxy-6-((5-methyl-1H-pyrazol-3-yl)amino)pyrimidin-4-yl)piperazin-1-yl)ethan-1-one